3,4-epoxycyclohexancarboxylat C1(CC2C(CC1)O2)C(=O)[O-]